FC=1C=C(C(=C(C1)C(C)=O)C)[N+](=O)[O-] 1-(5-fluoro-2-methyl-3-nitrophenyl)ethan-1-one